acryloyloxyundecyltrimethoxysilane (S)-diethyl-2-(2-cyano-4-(2-(1-ethyl-3-(trifluoromethyl)-1H-pyrazol-4-yl)phenyl)-4,5-dihydrothieno[2,3-c]pyridin-6(7H)-yl)-2-oxoethylphosphonate C(C)C(C(=O)N1CC2=C([C@@H](C1)C1=C(C=CC=C1)C=1C(=NN(C1)CC)C(F)(F)F)C=C(S2)C#N)(P(O)(O)=O)CC.C(C=C)(=O)OCCCCCCCCCCC[Si](OC)(OC)OC